2-methyl-6-(propan-2-yl)benzene-1-sulfonamide CC1=C(C(=CC=C1)C(C)C)S(=O)(=O)N